methyl(tris(2-(4-vinylbenzoyloxy)ethyl))ammonium C[N+](CCOC(C1=CC=C(C=C1)C=C)=O)(CCOC(C1=CC=C(C=C1)C=C)=O)CCOC(C1=CC=C(C=C1)C=C)=O